C(C)(C)OC=1SC2=C(N1)C=CC(=C2)[N+](=O)[O-] 2-isopropoxy-6-nitrobenzo[d]thiazole